COC=1N=CC2=C(N1)C=NC=C2 methoxypyrido[3,4-d]pyrimidin